FC1=C(C(=O)O)C(=CC(=C1)F)N1CCOCC1 2,4-difluoro-6-morpholinobenzoic acid